1-eicosanoyl-2-tetradecanoyl-glycero-3-phospho-(1'-sn-glycerol) CCCCCCCCCCCCCCCCCCCC(=O)OC[C@H](COP(=O)(O)OC[C@H](CO)O)OC(=O)CCCCCCCCCCCCC